CN(CCN(C1=CC(=C(C=C1[N+](=O)[O-])NC=1N=CC2=C(N1)N(C(C(=C2)C=2N=CSC2)=O)C)OC)C)C 2-((4-((2-(dimethylamino)ethyl)(methyl)amino)-2-methoxy-5-nitrophenyl)amino)-8-methyl-6-(thiazol-4-yl)pyrido[2,3-d]pyrimidin-7(8H)-one